ClC1=C(C=CC=C1C1C(NC(CC1)=O)=O)C1=CC=C(C=C1)N1[C@@H](COCC1=O)C 3-(2-chloro-4'-((R)-3-methyl-5-oxomorpholino)-[1,1'-biphenyl]-3-yl)piperidine-2,6-dione